N[C@@H](CC1=CC=C(C=C1)O)C(=O)O (E)-tyrosine